ClC1=C(C=CC(=C1)F)C1=CC(OC2=CC(=CC=C12)C=O)=O 4-(2-chloro-4-fluorophenyl)-2-oxo-2H-chromene-7-carbaldehyde